C(C)(C)(C)OC(CCOCCOCCN)=O 3-(2-(2-Aminoethoxy)ethoxy)propionic acid tert-butyl ester